2-(1-(difluoromethyl)-1H-pyrazol-4-yl)-N-(5-(2-(3,3-dimethylbenzazetidin-1-yl)acetamido)-2-methylpyridin-3-yl)pyrazolo[5,1-b]Thiazole-7-carboxamide FC(N1N=CC(=C1)C1=CN2C(S1)=C(C=N2)C(=O)NC=2C(=NC=C(C2)NC(CN2CC1C2=CC=CC1(C)C)=O)C)F